ClC1=CC=C2C(=NC=3N(C2=C1)C=NN3)N(C)C3=CC(=CC=C3)C=3C=NC(=CC3)C3CC3 8-chloro-N-(3-(6-cyclopropylpyridin-3-yl)phenyl)-N-methyl-[1,2,4]triazolo[4,3-a]quinazolin-5-amine